4-(5-(4-fluorophenyl)-2-methyl-2H-1,2,3-triazol-4-yl)pyridine FC1=CC=C(C=C1)C=1C(=NN(N1)C)C1=CC=NC=C1